Tricyclodecenylpropionate C1(=CCCCCCCCC1)C(CC(=O)[O-])(C1=CCCCCCCCC1)C1=CCCCCCCCC1